C(C)(=O)OOC1=NN(C(=C1CC)C1=CC=C(C=C1)Cl)C1=C(C=C(C=C1)[N+](=O)[O-])[N+](=O)[O-] Ethyl-{[5-(4-chlorophenyl)-1-(2,4-dinitrophenyl)-1H-pyrazol-3-yl]oxy} acetat